O[C@H]1[C@@H](CCC=2C=CC(=CC12)S(=O)(=O)N)[C@@H]1N2C(C3=CC=CC=C13)=CN=C2 (7S,8S)-8-hydroxy-7-((S)-5H-imidazo[5,1-a]isoindol-5-yl)-5,6,7,8-tetrahydronaphthalene-2-sulfonamide